rac-N-{(6S,7S)-7-[(2'-fluoro[1,1'-biphenyl]-3-yl)methyl]-2-methyl-4,5,6,7-tetrahydropyrazolo[1,5-a]pyridin-6-yl}methanesulfonamide FC1=C(C=CC=C1)C1=CC(=CC=C1)C[C@H]1[C@H](CCC=2N1N=C(C2)C)NS(=O)(=O)C |r|